N'-acetyl-4-amino-1-methyl-N'-[(3R)-tetrahydrofuran-3-yl]-N-[[5-(trifluoromethyl)-2-pyridyl]methyl]pyrazolo[4,3-c]quinoline-8-carbohydrazide C(C)(=O)N(N(C(=O)C1=CC=2C3=C(C(=NC2C=C1)N)C=NN3C)CC3=NC=C(C=C3)C(F)(F)F)[C@H]3COCC3